C1C(=O)SC(=S)N1 2-mercapto-5-thiazolinone